N1CCC(CC1)CCCCO 4-(piperidin-4-yl)-1-butanol